C1=CC=C(C=2SC3=C(C21)C=CC=C3)C=3C=C(C=CC3)C3=NC(=NC(=N3)C=3C=C(C=CC3)C3=CC=CC=C3)C=3C=C(C=CC3)C3=CC=CC=C3 2-(3-(dibenzothiophene-4-yl)-phenyl)-4,6-bis(1,1'-biphenyl-3-yl)-1,3,5-triazine